alanyl-phosphoramide N[C@@H](C)C(=O)NP(=O)(N)N